CNCC1=CC(=C(C(=C1)F)F)F N-methyl-1-(3,4,5-trifluorophenyl)methylamine